C12OCCCC2C(C1)NC1=CC2=C(N(C(=N2)N)C)C=C1 N5-(2-oxabicyclo[4.2.0]octan-7-yl)-1-methyl-1H-benzo[d]imidazole-2,5-diamine